4-[2-(2,4-difluorophenoxy)-5-(methylsulfonyl)phenyl]-6-methyl-2-[(phenylamino)methyl]-1,6-dihydro-7H-pyrrolo[2,3-c]pyridin-7-one FC1=C(OC2=C(C=C(C=C2)S(=O)(=O)C)C=2C3=C(C(N(C2)C)=O)NC(=C3)CNC3=CC=CC=C3)C=CC(=C1)F